COC1=CC2=C(C3=CC(=CC=C3N=C2C=C1)C(F)(F)F)NC1=CC(=C(C=C1)O)CN1CCCC1 4-((2-Methoxy-7-(trifluoromethyl)acridin-9-yl)amino)-2-(pyrrolidin-1-ylmethyl)phenol